ClC1=C(N(C=C1)CC)C=O 3-CHLORO-1-ETHYL-1H-PYRROLE-2-CARBALDEHYDE